N1=CC(=CC=C1)C1CCC(O1)=O 5-(3-pyridyl)-tetrahydro-furan-2-one